[Cl-].ClC=1C=C2C(=CNC2=CC1)CC[NH3+] 2-(5-chloro-1H-indol-3-yl)ethylammonium chloride